(3,5-dibromo-4-hydroxyphenyl)(2-ethylbenzofuran-3-yl-4,5,6,7-d4)methanone BrC=1C=C(C=C(C1O)Br)C(=O)C1=C(OC2=C1C(=C(C(=C2[2H])[2H])[2H])[2H])CC